N1(CCCCC1)C1=CC=C(C(=O)O)C=C1 4-(piperidin-1-yl)benzoic acid